(S)-7-(1H-Pyrazol-3-yl)-2-(pyrrolidin-3-yl)-1H-imidazo[4,5-c]quinolin-4-amine N1N=C(C=C1)C=1C=CC=2C3=C(C(=NC2C1)N)N=C(N3)[C@@H]3CNCC3